CC1=NN(C2=C1CN(CC2)C=2C1=C(N=C(N2)C)NC=C1)CC12CCC(CC1)(CC2)NC(OC(C)(C)C)=O 1-tert-butyl (4-((3-methyl-5-(2-methyl-7H-pyrrolo[2,3-d]pyrimidin-4-yl)-4,5,6,7-tetrahydro-1H-pyrazolo[4,3-c]pyridin-1-yl)methyl)bicyclo[2.2.2]octan-1-yl)carbamate